6,7-dichloroquinoxaline-5,8-dione ClC=1C(C=2N=CC=NC2C(C1Cl)=O)=O